C(C)(=O)OCCC[Si](OC)(OC)C 3-acetoxypropylmethyldimethoxysilane